C(C)(=O)[C@H]1CC[C@H]2[C@@H]3CC[C@H]4C[C@@H](CC[C@@]4([C@H]3CC[C@]12C)C)OC(CCCOC(C(C)C)=O)=O [(3R,5S,8R,9S,10S,13S,14S,17S)-17-acetyl-10,13-dimethyl-2,3,4,5,6,7,8,9,11,12,14,15,16,17-tetradecahydro-1H-cyclopenta[a]phenanthren-3-yl]4-(2-methylpropanoyloxy)butanoate